4-amino-5-methoxy-2-methylbenzenesulfonic acid NC1=CC(=C(C=C1OC)S(=O)(=O)O)C